1-piperazinylmethanone N1(CCNCC1)C=O